tert-Butyl 6-(((6-((3,4-dihydroisoquinolin-2(1H)-yl)methyl)-4-oxo-4H-pyran-3-yl)oxy)methyl)-2-azaspiro[3.3]heptane-2-carboxylate C1N(CCC2=CC=CC=C12)CC1=CC(C(=CO1)OCC1CC2(CN(C2)C(=O)OC(C)(C)C)C1)=O